6-[(2S)-2-aminobutyl]-2-chloro-7-methyl-N-[(1,2-thiazol-5-yl)methyl]thieno[3,2-d]pyrimidin-4-amine formate C(=O)O.N[C@H](CC1=C(C=2N=C(N=C(C2S1)NCC1=CC=NS1)Cl)C)CC